N-Acetyl-3-(2-naphthalenyl)-D-alanyl-4-chloro-D-phenylalanyl-3-(3-pyridinyl)-D-alanyl-L-seryl-L-tyrosyl-N5-(aminocarbonyl)-D-ornithyl-L-leucyl-L-arginyl-L-prolyl-D-alaninamide C(C)(=O)N[C@H](CC1=CC2=CC=CC=C2C=C1)C(=O)N[C@H](CC1=CC=C(C=C1)Cl)C(=O)N[C@H](CC=1C=NC=CC1)C(=O)N[C@@H](CO)C(=O)N[C@@H](CC1=CC=C(C=C1)O)C(=O)N[C@H](CCCNC(=O)N)C(=O)N[C@@H](CC(C)C)C(=O)N[C@@H](CCCNC(N)=N)C(=O)N1[C@@H](CCC1)C(=O)N[C@H](C)C(=O)N